CC(C#CC(SC)=O)(C)N(CCOC(N(CCNC)C)=O)C S-methyl 4-methyl-4-[methyl-[2-[methyl-[2-(methylamino)ethyl]carbamoyl]oxyethyl]amino]pent-2-ynethioate